C(C=C)(=O)OCCCC1=CC=C(C=C1)C1=CC=C(C=C1)OC(C=C)=O 2-Propenoic acid, 3-[4'-[(1-oxo-2-propen-1-yl)oxy][1,1'-biphenyl]-4-yl]propyl ester